N-(cyclopropylmethyl)pyrazoline pentadecyl-((((2R,3S,5R)-5-(6-amino-2-fluoro-9H-purin-9-yl)-2-ethynyl-3-hydroxytetrahydrofuran-2-yl)methoxy)(phenoxy)phosphoryl)-L-phenylalaninate C(CCCCCCCCCCCCCC)N([C@@H](CC1=CC=CC=C1)C(=O)O)P(=O)(OC1=CC=CC=C1)OC[C@]1(O[C@H](C[C@@H]1O)N1C2=NC(=NC(=C2N=C1)N)F)C#C.C1(CC1)CN1NC=CC1